5-cyclopropyl-3-[(2-oxaspiro[3.3]heptan-6-yl)amino]pyrazine-2-carbonitrile C1(CC1)C=1N=C(C(=NC1)C#N)NC1CC2(COC2)C1